Sodium lauryl-sulfate salt C(CCCCCCCCCCC)OS(=O)(=O)[O-].[Na+]